BrC=1C=CC(=NC1C)C1=C(C(=NO1)C)COC1OCCCC1 5-(5-bromo-6-methylpyridin-2-yl)-3-methyl-4-(((tetrahydro-2H-pyran-2-yl)Oxy)methyl)Isoxazole